COC(=O)C1=NC(=CN=C1Br)C#CCO 3-bromo-6-(3-hydroxypropan-1-yn-1-yl)pyrazine-2-carboxylic acid methyl ester